(azetidin-1-yl)-7-(4-((2,3-dihydrobenzo[b][1,4]dioxin-6-yl)oxy)piperidin-1-yl)-8-methyl-4H-pyrimido[1,2-b]pyridazin-4-one N1(CCC1)C=1N=C2N(N=C(C(=C2)C)N2CCC(CC2)OC2=CC3=C(OCCO3)C=C2)C(C1)=O